fluoro-dodecafluorodecanoyl peroxide FC(C(C(C(C(C(=O)OOC(C(C(C(C(C(CCCC(F)(F)F)(F)F)(F)F)(F)F)(F)F)(F)F)=O)(F)F)(F)F)(F)F)(F)F)(CCCC(F)(F)F)F